C1(CC1)[C@H]1COC[C@H](N1C)COC1=CC=C(C=C1)C=1C=C(C(NC1C(F)(F)F)=O)C(=O)N 5-(4-(((3s,5s)-5-cyclopropyl-4-methylmorpholin-3-yl)methoxy)phenyl)-2-oxo-6-(trifluoromethyl)-1,2-dihydropyridine-3-carboxamide